(pyridin-2-yl)propionic acid N1=C(C=CC=C1)C(C(=O)O)C